FC1=CC=C(C(=O)NC(C)C2=NC=3CCCN(C3C=C2)C(=O)C2(CC2)C(F)(F)F)C=C1 4-Fluoro-N-(1-{5-[1-(trifluoromethyl)cyclopropan-1-carbonyl]-5,6,7,8-tetrahydro-1,5-naphthyridin-2-yl}ethyl)benzamid